N1-(26-amino-3,6,9,12,15,18,21,24-octaoxahexacosyl)-N1-benzyl-3,6,9,12,15,18,21,24-octaoxahexacosane-1,26-diamine NCCOCCOCCOCCOCCOCCOCCOCCOCCN(CCOCCOCCOCCOCCOCCOCCOCCOCCN)CC1=CC=CC=C1